CC(CCOC(\C=C\C1=CC=C(C=C1)OC)=O)C (2E)-3-(4-methoxyphenyl)prop-2-enoic acid 3-methylbutyl ester